BrC1=C2C=NN(C2=CC(=C1[C@H]1[C@H](C1)CF)Cl)[C@@H]1OCCCC1 |&1:16| rac-4-Bromo-6-chloro-5-((1R,2S)-2-(fluoromethyl)cyclopropyl)-1-(tetrahydro-2H-pyran-2-yl)-1H-indazole